C(C1=CC=CC=C1)OC=1C(=C(C=C(C1C)C1=C(C=CC(=C1)C)S(=O)(=O)[O-])C1=C(C=CC(=C1)C)S(=O)(=O)[O-])C=O 5-(Benzyloxy)-4-formyl-6-methyl-1,3-phenylenedi(4-methylbenzenesulfonate)